5-[(2S,4S)-2-(hydroxymethyl)-4-methoxypyrrolidin-1-yl]-4-(trifluoromethyl)-2-[[2-(trimethylsilyl)ethoxy]methyl]-2,3-dihydropyridazin-3-one OC[C@H]1N(C[C@H](C1)OC)C1=C(C(N(N=C1)COCC[Si](C)(C)C)=O)C(F)(F)F